(S)-Methyl 2-(3-(1-cyclooctyl-5-(2,6-dimethoxyphenyl)-1H-pyrazole-3-carboxamido)-5-methylhexanamido)acetate C1(CCCCCCC1)N1N=C(C=C1C1=C(C=CC=C1OC)OC)C(=O)N[C@H](CC(=O)NCC(=O)OC)CC(C)C